(6-chloro-3-pyridyl)oxysodium ClC1=CC=C(C=N1)O[Na]